4-(3-(4-fluoro-2,6-dimethylphenoxy)-1-methyl-2-oxo-1,2-dihydropyridin-3-yl)-6-methyl-N-(1-methylpiperidin-4-yl)-7-oxo-6,7-dihydro-1H-pyrrolo[2,3-c]pyridine-2-carboxamide FC1=CC(=C(OC2(C(N(C=CC2)C)=O)C=2C3=C(C(N(C2)C)=O)NC(=C3)C(=O)NC3CCN(CC3)C)C(=C1)C)C